3-((2-(1H-pyrazolo[3,4-b]pyridin-3-yl)pyrrolo[2,1-f][1,2,4]triazin-4-yl)amino)bicyclo[2.2.2]octane-2-carboxylic acid N1N=C(C=2C1=NC=CC2)C2=NN1C(C(=N2)NC2C(C3CCC2CC3)C(=O)O)=CC=C1